N'-methyl-2-nitroethane-1,1-diamine CNC(C[N+](=O)[O-])N